NC=1C(=NON1)C(=N)NO 4-amino-N-hydroxy-1,2,5-oxadiazole-3-carboxamidine